(2-((1R,3S)-3-(methoxymethyl)cyclohexyl)quinolin-6-yl)methanol COC[C@@H]1C[C@@H](CCC1)C1=NC2=CC=C(C=C2C=C1)CO